1-methyl [(5,6-difluoro-1H-indol-3-yl)carbamoyl]formate FC=1C=C2C(=CNC2=CC1F)NC(=O)C(=O)OC